[Si](C1=CC=CC=C1)(C1=CC=CC=C1)(C(C)(C)C)OCCC[C@@H](C)OC1=C(C=C2C(=N1)NC=C2)OC2=C(C(=O)OC)C=CC(=C2)F (R)-methyl 2-((6-((5-((tert-butyldiphenylsilyl) oxy) pent-2-yl) oxy)-1H-pyrrolo[2,3-b]pyridin-5-yl) oxy)-4-fluorobenzoate